bis(trimethoxysilylethyl)-benzene CO[Si](OC)(OC)CCC1=C(C=CC=C1)CC[Si](OC)(OC)OC